ClC=1C=CC(=C(C1)C1=CC(N(C=C1OC)C(C(=O)NC1=CC(=C(C(=O)N)C=C1)F)CCC)=O)N1N=NN=C1 4-{[2-{4-[5-chloro-2-(1H-tetrazol-1-yl)phenyl]-5-methoxy-2-oxopyridin-1(2H)-yl}pentanoyl]amino}-2-fluorobenzamide